4,5-dimethoxy-2-propiolamidobenzoate COC1=CC(=C(C(=O)[O-])C=C1OC)NC(C#C)=O